FCC1(CC2(OCCO2)CC(O1)(C)C)C 7-(fluoromethyl)-7,9,9-trimethyl-1,4,8-trioxaspiro[4.5]decane